2-(2-methylphenyl)-2-[(2-piperidine-4-ylethyl)amino]-N-(pyridine-4-ylmethyl)acetamid CC1=C(C=CC=C1)C(C(=O)NCC1=CC=NC=C1)NCCC1CCNCC1